tert-butyl 6-(2'-oxo-1',4'-dihydro-2'H-spiro[cyclopropane-1,3'-quinolin]-6'-yl)-3,4-dihydropyridine-1(2H)-carboxylate O=C1NC2=CC=C(C=C2CC12CC2)C2=CCCCN2C(=O)OC(C)(C)C